N,N'-diethoxycarbodiimide C(C)ON=C=NOCC